6-chloro-2-(2-oxopiperidin-1-yl)nicotinic acid methyl ester COC(C1=C(N=C(C=C1)Cl)N1C(CCCC1)=O)=O